COC(=O)C1=CC2=C(SCC(N2CC2CC2)=O)C=C1.N(C(=N)N)C(C(=O)N)CC1=CC=C(C=C1)C(F)(F)F 2-guanidino-3-(4-(trifluoromethyl)phenyl)propanamide methyl-4-cyclopropylmethyl-3-oxo-3,4-dihydro-2H-benzo[b][1,4]thiazine-6-carboxylate